(S)-4-[(3,5-Difluorobenzyl)amino]-6-[[3-(piperidine-3-carboxamido)phenyl]amino]nicotinamide FC=1C=C(CNC2=CC(=NC=C2C(=O)N)NC2=CC(=CC=C2)NC(=O)[C@@H]2CNCCC2)C=C(C1)F